2-(1H-indol-3-yl)-N-methylethan-1-amine N1C=C(C2=CC=CC=C12)CCNC